C1(=CC=C(C=C1)P(OC1=C(C=C(C=C1)C(C)(C)C)C(C)(C)C)OC1=C(C=C(C=C1)C(C)(C)C)C(C)(C)C)C1=CC=C(C=C1)P(OC1=C(C=C(C=C1)C(C)(C)C)C(C)(C)C)OC1=C(C=C(C=C1)C(C)(C)C)C(C)(C)C tetrakis(2,4-di-tert-butylphenyl) 4,4'-biphenyldiphosphonite